(R)-4-(4-((1-(3-(1,1-difluoro-2-hydroxyethyl)-2-fluorophenyl)ethyl)amino)-7-methoxy-2-methylpyrido[2,3-d]pyrimidin-6-yl)tetrahydro-2H-thiopyran 1,1-dioxide FC(CO)(F)C=1C(=C(C=CC1)[C@@H](C)NC=1C2=C(N=C(N1)C)N=C(C(=C2)C2CCS(CC2)(=O)=O)OC)F